6-amino-1,2,3,4-tetrahydro-1-naphthalenone NC=1C=C2CCCC(C2=CC1)=O